6-((2-((3R,4S)-3-amino-4-fluoropiperidin-1-yl)-4,6-dichloro-1H-benzo[d]imidazol-1-yl)methyl)nicotinonitrile N[C@@H]1CN(CC[C@@H]1F)C1=NC2=C(N1CC1=NC=C(C#N)C=C1)C=C(C=C2Cl)Cl